(1-(2-(aminomethyl)-3-fluoroallyl)-1H-indol-5-yl)(4-methoxypiperidin-1-yl)methanone ethyl-2-(3-bromo-2-((tert-butyldimethylsilyl)oxy)-5-chlorophenyl)-4-methyl-3-oxopentanoate C(C)OC(C(C(C(C)C)=O)C1=C(C(=CC(=C1)Cl)Br)O[Si](C)(C)C(C)(C)C)=O.NCC(CN1C=CC2=CC(=CC=C12)C(=O)N1CCC(CC1)OC)=CF